C(C)(C)C=1C(=CC(=NC1)NC1=NC(=NS1)C1=NC=CC=C1OC)C(F)(F)F N-(5-isopropyl-4-(trifluoromethyl)pyridin-2-yl)-3-(3-methoxypyridin-2-yl)-1,2,4-thiadiazol-5-amine